tert-butyl (R)-3-((6-((trimethylsilyl)ethynyl)pyridin-3-yl)oxy)pyrrolidine-1-carboxylate C[Si](C)(C)C#CC1=CC=C(C=N1)O[C@H]1CN(CC1)C(=O)OC(C)(C)C